2-(4-(4-(aminomethyl)-1-oxo-1,2-dihydro-phthalazin-6-yl)-1-methyl-1H-pyrazol-5-yl)-4-chloro-3-fluoro-6-(3-methylazetidin-1-yl)benzonitrile NCC1=NNC(C2=CC=C(C=C12)C=1C=NN(C1C1=C(C#N)C(=CC(=C1F)Cl)N1CC(C1)C)C)=O